N-(5-((3-(hydroxymethyl)pyridin-4-yl)ethynyl)-8-(methylamino)-2,7-naphthyridin-3-yl)cyclopropanecarboxamide OCC=1C=NC=CC1C#CC1=C2C=C(N=CC2=C(N=C1)NC)NC(=O)C1CC1